NCC1=NNC(C2=CC=C(C=C12)C1(CC1)C(=O)N(C(COC)COC)CC1=NC=C(C=C1)C1=C(C=CC=C1F)F)=O 1-(4-(aminomethyl)-1-oxo-1,2-dihydro-phthalazin-6-yl)-N-((5-(2,6-difluorophenyl)pyridin-2-yl)methyl)-N-(1,3-dimethoxypropan-2-yl)cyclopropane-1-carboxamide